C1(CCCCC1)NC(CN1CN(C2(C1=O)CCNCC2)C2=CC=CC=C2)=O N-cyclohexyl-4-oxo-1-phenyl-1,3,8-triazaspiro[4.5]decane-3-acetamide